Tert-butyl peroxy-3,5,5-trimethylhexanoate CC(CC(=O)OOC(C)(C)C)CC(C)(C)C